2-Fluoro-5-(3-(hydroxymethyl)isoxazol-5-yl)-3-methoxybenzonitrile FC1=C(C#N)C=C(C=C1OC)C1=CC(=NO1)CO